O[C@@H]1C(N(C1)C(=O)OC(C)(C)C)(C)C tert-butyl (S)-3-hydroxy-2,2-dimethylazetidine-1-carboxylate